Cl.N[C@H](CCC(=O)OCC1=CC=CC=C1)C(=O)N (R)-benzyl 4,5-diamino-5-oxopentanoate hydrochloride